bis(4-hydroxybutyl)furan-2,5-dicarboxylate OCCCCC=1C(=C(OC1C(=O)[O-])C(=O)[O-])CCCCO